4-[4-fluoro-1-(5-fluoro-[1,2,4]triazolo[1,5-a]pyrazin-8-yl)piperidine-4-carbonyl]-3,5-dihydro-2H-pyrido[3,4-f][1,4]oxazepine-9-Carbonitrile FC1(CCN(CC1)C=1C=2N(C(=CN1)F)N=CN2)C(=O)N2CCOC1=C(C2)C=NC=C1C#N